methyl 2-[[4-[6-[(4-cyano-2-fluoro-phenyl)methoxy]-5-fluoro-2-pyridyl]-2,5-difluorophenyl]methyl]-3-[(3S)-4,4-dimethyltetrahydrofuran-3-yl]-7-fluorobenzimidazole-5-carboxylate C(#N)C1=CC(=C(C=C1)COC1=C(C=CC(=N1)C1=CC(=C(C=C1F)CC=1N(C2=C(N1)C(=CC(=C2)C(=O)OC)F)[C@@H]2COCC2(C)C)F)F)F